NC=1C2=C(N=CN1)N(C(=C2C2CCN(CC2)C(=O)N2CCCC2)C2=CC=C(C=C2)NC(C(=C)C)=O)C N-(4-{4-amino-7-methyl-5-[1-(pyrrolidine-1-carbonyl)piperidin-4-yl]-7H-pyrrolo[2,3-d]pyrimidin-6-yl}phenyl)-2-methylprop-2-enamide